NC1=NN2C(C=C(C=C2)C=2C(=C(C(=O)NCCC(O)C3=NC=C(C=C3)Cl)C(=CC2)Cl)F)=N1 3-(2-amino-[1,2,4]triazolo[1,5-a]pyridin-7-yl)-6-chloro-N-(3-(5-chloropyridin-2-yl)-3-hydroxypropyl)-2-fluorobenzamide